C(CCCCCCCCCCCCCCCCCCC(=O)O)(=O)O.C(CCCCCCCCCCCCCCCCCCCCC)(=O)OCC(O)CO glyceryl behenate eicosandioate